(4-oxo-2-(tetrahydro-2H-pyran-2-yl)-2,4-dihydropyrazolo[3',4':3,4]cyclopenta[1,2-b]pyridin-7-yl)boronic acid O=C1C=2C(C=3C1=NC=C(C3)B(O)O)=NN(C2)C2OCCCC2